The molecule is an amidobenzoic acid resulting from the formal condensation of the carboxy group of octanoic acid with the amino group of anthranilic acid. It derives from an anthranilic acid and an octanoic acid. It is a conjugate acid of a N-octanoylanthranilate. CCCCCCCC(=O)NC1=CC=CC=C1C(=O)O